(cyclopropylamino)-4-(2-fluoropyridin-3-yl)-6-(trifluoromethyl)-3H-pyrido[1,2-C]pyrimidin-3-one C1(CC1)NC1=NC(C(=C2N1C=CC(=C2)C(F)(F)F)C=2C(=NC=CC2)F)=O